2-[[1-[(2-Chlorophenyl)methyl]-5-(2-thienyl)pyrazol-3-yl]methoxy]-2-methyl-propanoic acid ClC1=C(C=CC=C1)CN1N=C(C=C1C=1SC=CC1)COC(C(=O)O)(C)C